1-[(1R,5S,6S)-3-[(tert-Butoxy)carbonyl]-6-(1H-1,2,3,4-tetrazol-5-yl)-3-azabicyclo[3.1.0]hex-6-yl]-5-(oxetan-4-yl)-1H-indole-2-carboxylic acid C(C)(C)(C)OC(=O)N1C[C@@H]2C([C@@H]2C1)(C1=NN=NN1)N1C(=CC2=CC(=CC=C12)C1CCO1)C(=O)O